2-(2-(5-cyclopropyl-3-(2,6-dichlorophenyl)isoxazol-4-yl)-7-azaspiro[3.5]non-1-en-7-yl)-4-methylbenzo[d]thiazole-6-carboxylic acid C1(CC1)C1=C(C(=NO1)C1=C(C=CC=C1Cl)Cl)C1=CC2(C1)CCN(CC2)C=2SC1=C(N2)C(=CC(=C1)C(=O)O)C